N1CC(OCC1)CNC=1C=C(N=NC1C=1SC=CC1)NC=1N=CC(=NC1)C#N 5-(5-(morpholin-2-ylmethylamino)-6-(thiophen-2-yl)pyridazin-3-ylamino)pyrazine-2-carbonitrile